N-((1R)-2,3-dihydroxypropoxy)-3,4-difluoro-2-(2-fluoro-4-iodo-phenylamino)-benzamide OC(CONC(C1=C(C(=C(C=C1)F)F)NC1=C(C=C(C=C1)I)F)=O)CO